4,5-dichloro-3(2H)-Pyridazinone ClC=1C(NN=CC1Cl)=O